4-(5-fluoro-6-methoxy-1H-indazol-1-yl)-N-phenylaniline FC=1C=C2C=NN(C2=CC1OC)C1=CC=C(NC2=CC=CC=C2)C=C1